N1N=CC2=CC=C(C=C12)N(C(=O)C1=C(N(C(=C1)C1=C(C=CC(=C1)[N+](=O)[O-])C(=O)N1CC2=CC=CC=C2C[C@H]1CN1CCOCC1)C)C)CC1=C(C=CC=C1)OC N-(1H-indazol-6-yl)-N-[(2-methoxyphenyl)methyl]-1,2-dimethyl-5-[2-[(3S)-3-(morpholinomethyl)-3,4-dihydro-1H-isoquinoline-2-carbonyl]-5-nitro-phenyl]pyrrole-3-carboxamide